tert-Butyl 4-(1-(3-cyano-2-(trifluoromethyl)-6-(4-(((trifluoromethyl)sulfonyl)oxy)-1-oxa-8-azaspiro[4.5]dec-3-en-8-yl)pyridin-4-yl)azetidin-3-yl)piperazine-1-carboxylate C(#N)C=1C(=NC(=CC1N1CC(C1)N1CCN(CC1)C(=O)OC(C)(C)C)N1CCC2(C(=CCO2)OS(=O)(=O)C(F)(F)F)CC1)C(F)(F)F